FC=1C(=C(C=CC1F)[C@@H]1[C@H](O[C@]([C@@H]1C)(C)C(F)F)C(=O)NC1=CC(=NC=C1)C(=O)N)OC (2S,3R,4R,5S)-4-[[3-(3,4-difluoro-2-methoxy-phenyl)-5-(difluoromethyl)-4,5-dimethyl-tetrahydrofuran-2-carbonyl]amino]pyridine-2-carboxamide